CC1CN(CCO1)C=1N=C2N(C(C1)=O)CC[C@H](N2CC(C(C)C)=O)C(F)(F)F (S)-2-(2-Methyl-morpholin-4-yl)-9-(3-methyl-2-oxobutyl)-8-trifluoromethyl-6,7,8,9-tetrahydropyrimido-[1,2-a]pyrimidin-4-one